methyl (2S)-5-amino-6-[[cis-3-(methoxycarbonyl)cyclohexyl]amino]-2-methyl-1,2,3,4-tetrahydroquinoline-1-carboxylate NC1=C2CC[C@@H](N(C2=CC=C1N[C@@H]1C[C@@H](CCC1)C(=O)OC)C(=O)OC)C